C(C)(C)(C)N1C=C(C=C1)C(=O)O 1-tertbutylpyrrole-3-carboxylic acid